C1(CC1)CNC(C1=CC(=CC=C1)C=1C=CC2=C(NC(=N2)NC(C(C)(C)C)=O)C1)=O N-(cyclopropylmethyl)-3-(2-pivaloylamino-1H-benzo[d]imidazol-6-yl)benzamide